3-(4-chlorothieno[2,3-b]pyridin-2-yl)-2-methyl-2,5-dihydropyrrole-1-carboxylic acid benzyl ester C(C1=CC=CC=C1)OC(=O)N1C(C(=CC1)C1=CC=2C(=NC=CC2Cl)S1)C